C(=O)(O)C1=C(C=C(C(=C1)C1=NNN=C1)Cl)NC(=O)C=1C=C(C=CC1C(=O)O)C1=CC(=C(C=C1)F)F 3-{[2-carboxy-5-chloro-4-(2H-1,2,3-triazol-4-yl)phenyl]carbamoyl}-3',4'-difluoro-[1,1'-biphenyl]-4-carboxylic acid